C(C)(C)(C)OC(=O)N1C(NC=C1)=O tert-butyl-2-oxo-2,3-dihydro-1H-imidazole-1-carboxylate